6-(6-ethoxypyridin-3-yl)-N-(2-(2-oxopyridin-1(2H)-yl)ethyl)pyrazine-2-carboxamide C(C)OC1=CC=C(C=N1)C1=CN=CC(=N1)C(=O)NCCN1C(C=CC=C1)=O